6-((6-Fluoro-2-methylpyridin-3-yl)oxy)-2-methyl-3-(1-methyl-1H-pyrazol-4-yl)benzoic acid FC1=CC=C(C(=N1)C)OC1=CC=C(C(=C1C(=O)O)C)C=1C=NN(C1)C